C(C)(C)(C)SC1=C(C=O)C=C(C(=C1)OC(F)F)C1=C(C=NN1COCC[Si](C)(C)C)[N+](=O)[O-] 2-(tert-butylsulfanyl)-4-(difluoromethoxy)-5-(4-nitro-1-[[2-(trimethylsilyl)ethoxy]methyl]-1H-pyrazol-5-yl)benzaldehyde